Methyl 3-(3-(2-(3-((4-(dimethylphosphoryl)-6-fluoro-1H-indol-5-yl)oxy)phenyl)thiazole-4-carbonyl)phenyl)propanoate CP(=O)(C)C1=C2C=CNC2=CC(=C1OC=1C=C(C=CC1)C=1SC=C(N1)C(=O)C=1C=C(C=CC1)CCC(=O)OC)F